(R)-2-((tert-Butoxycarbonyl)amino)-2-phenylacetic acid C(C)(C)(C)OC(=O)N[C@@H](C(=O)O)C1=CC=CC=C1